CC=1N(C=CN1)[C@H](C)C=1N=CC(=NC1)NC(C[C@@H]1COCC1)=O |o1:6| N-(5-((R*)-1-(2-methyl-1H-imidazol-1-yl)ethyl)pyrazin-2-yl)-2-((R)-tetrahydrofuran-3-yl)acetamide